camphorsulfonic acid-potassium salt [K+].C12(C(=O)CC(CC1)C2(C)C)CS(=O)(=O)[O-]